1-((2-(Azetidin-1-yl)pyrimidin-5-yl)methyl)-N-(3-(2,5-dichlorophenyl)cyclobutyl)-1H-pyrazole-4-carboxamide N1(CCC1)C1=NC=C(C=N1)CN1N=CC(=C1)C(=O)NC1CC(C1)C1=C(C=CC(=C1)Cl)Cl